2-chloro-6-(2,4-difluorophenyl)nicotinamide ClC1=C(C(=O)N)C=CC(=N1)C1=C(C=C(C=C1)F)F